4-fluoro-1,2-dihydropyridin-2-one FC1=CC(NC=C1)=O